(R)-1-(2,5-difluoro-pyridin-3-yl)ethyl (1-methyl-4-(5-(methyl-sulfonamido)pyridin-2-yl)-1H-1,2,3-triazol-5-yl)carbamate CN1N=NC(=C1NC(O[C@H](C)C=1C(=NC=C(C1)F)F)=O)C1=NC=C(C=C1)NS(=O)(=O)C